di(trimethylsilane) triethylborate C(C)OB(OCC)OCC.C[SiH](C)C.C[SiH](C)C